[2H]C(CF)(OC=1C(=NC(=NC1)N)OC)[2H] 5-(1,1-dideuterio-2-fluoro-ethoxy)-4-methoxy-pyrimidin-2-amine